codein phosphate P(=O)(O)(O)O[C@@H]1[C@H]2[C@]34C=5C(=C(C=CC5C[C@H]([C@@H]3C=C1)N(C)CC4)OC)O2